2-Amino-7-fluoro-4-(2-fluoro-12-oxo-7,7a,8,9,10,11-hexahydro-6H,12H-4,5,5a,9,11a-pentaazabenzo[5,6]cycloocta[1,2,3-cd]inden-3-yl)benzo[b]thiophene-3-carbonitrile NC1=C(C2=C(S1)C(=CC=C2C2=C(C=C1C=3N(N=NC23)CCC2N(C1=O)CCNC2)F)F)C#N